(3S)-3-(aminomethyl)-5-methylhexanoic acid NC[C@H](CC(=O)O)CC(C)C